(rac)-trans-3-amino-1-(N-(2-((tert-butoxycarbonyl)amino)ethyl)sulfamoyl)-4-(3-(4,4,5,5-tetramethyl-1,3,2-dioxaborolan-2-yl)propyl)pyrrolidine-3-carboxylic acid N[C@@]1(CN(C[C@H]1CCCB1OC(C(O1)(C)C)(C)C)S(NCCNC(=O)OC(C)(C)C)(=O)=O)C(=O)O |r|